3,6-dimethyl-2-(piperidin-1-yl)-8-(1-((2-(4,4,5,5-tetramethyl-1,3,2-dioxaborolan-2-yl)phenyl)amino)ethyl)-4H-chromen-4-one CC1=C(OC2=C(C=C(C=C2C1=O)C)C(C)NC1=C(C=CC=C1)B1OC(C(O1)(C)C)(C)C)N1CCCCC1